CC1(COCCN1C(=O)C1=NOC(=N1)C1=C(C(=C(C(=C1)F)F)O)F)C (3,3-dimethylmorpholino)(5-(2,4,5-trifluoro-3-hydroxyphenyl)-1,2,4-oxadiazol-3-yl)methanone